C1(=CC=CC=C1)CCC1=NC=CC=N1 2-phenylethylpyrimidine